4,4-di-tert-butyl-N-cyano-[2,2-bipyridine]-6-carboximidamide C(C)(C)(C)C1(CC(=NC(=C1)C(NC#N)=N)C1=NC=CC=C1)C(C)(C)C